9,9'-(4,6-bis(4,6-diphenyl-1,3,5-triazin-2-yl)-5-(3-phenyl-6-(6-phenylpyridin-2-yl)-9H-carbazol-9-yl)-1,3-phenylene)bis(3-methyl-9H-carbazole) C1(=CC=CC=C1)C1=NC(=NC(=N1)C1=CC=CC=C1)C1=C(C=C(C(=C1N1C2=CC=C(C=C2C=2C=C(C=CC12)C1=CC=CC=C1)C1=NC(=CC=C1)C1=CC=CC=C1)C1=NC(=NC(=N1)C1=CC=CC=C1)C1=CC=CC=C1)N1C2=CC=CC=C2C=2C=C(C=CC12)C)N1C2=CC=CC=C2C=2C=C(C=CC12)C